N-(2-cyanoethyl)-N-methyl-N-(iso-hexyl)-amine C(#N)CCN(CCCC(C)C)C